7-bromo-2,6-dichloro-8-fluoro-4-(methylthio)quinazoline BrC1=C(C=C2C(=NC(=NC2=C1F)Cl)SC)Cl